4-((1R,5S)-3,8-Diazabicyclo[3.2.1]octan-3-yl)-7-(8-ethyl-7-fluoro-3-hydroxynaphthalen-1-yl)-2-((tetrahydro-1H-pyrrolizin-7a(5H)-yl)methoxy)-6,7-dihydropyrido[3,4-d]pyrimidin-8(5H)-one [C@H]12CN(C[C@H](CC1)N2)C=2C1=C(N=C(N2)OCC23CCCN3CCC2)C(N(CC1)C1=CC(=CC2=CC=C(C(=C12)CC)F)O)=O